C1(CC1)C1=CC2=C(N=C(N=C2)NC2=CC=C(C=C2)N2C(CN(CC2)C)CO)N1C1=CC=CC(=N1)N=S(=O)(C)C ((6-(6-cyclopropyl-2-((4-(2-hydroxymethyl-4-methylpiperazin-1-yl)phenyl)amino)-7H-pyrrolo[2,3-d]pyrimidin-7-yl)pyridin-2-yl)imino)dimethyl-λ6-sulfanone